(S)-2-amino-N-(4-(benzylsulfanyl)-2-methoxyphenyl)-3-phenylpropionamide hydrochloride Cl.N[C@H](C(=O)NC1=C(C=C(C=C1)SCC1=CC=CC=C1)OC)CC1=CC=CC=C1